1-nitro-6,7,8,9-tetrahydro-5H-benzo[7]annulen-5-one [N+](=O)([O-])C1=CC=CC2=C1CCCCC2=O